[Li].COC(C1=CN=CC=C1)=O nicotinic acid methyl ester lithium salt